CC(CO)CCC 2-Methylpentanol